n-butylphosphonium hydroxide [OH-].C(CCC)[PH3+]